(7-(2,6-dioxopiperidin-3-yl)-6-oxo-3,6,7,8-tetrahydro-2H-furo[2,3-e]isoindol-4-yl)methyl(2-fluoro-5-(trifluoromethoxy)phenyl)carbamate O=C1NC(CCC1N1C(C2=CC(=C3C(=C2C1)OCC3)OC(N(C3=C(C=CC(=C3)OC(F)(F)F)F)C)=O)=O)=O